NCCOC=1C=C(C=CC1)N=NC1=CC(=CC=C1)OCCN 3,3'-bis(β-amino-ethoxy)azobenzene